7-cyclopentyl-2-((5-(4-((2-(2,4-dioxotetrahydropyrimidin-1(2H)-yl)-1-oxoisoindolin-5-yl)methyl)piperazin-1-yl)pyridin-2-yl)amino)-N,N-dimethyl-7H-pyrrolo[2,3-d]pyrimidine-6-carboxamide C1(CCCC1)N1C(=CC2=C1N=C(N=C2)NC2=NC=C(C=C2)N2CCN(CC2)CC=2C=C1CN(C(C1=CC2)=O)N2C(NC(CC2)=O)=O)C(=O)N(C)C